ClC=1C=C(C=CC1)N[C@@H](CC(C)C)C(=O)N1[C@H]2CC([C@@H]([C@H]1C(=O)N[C@@H](C[C@H]1C(NCC1)=O)C#N)CC2)(F)F (1R,3S,4R)-2-((3-chlorophenyl)-L-leucyl)-N-((S)-1-cyano-2-((S)-2-oxopyrrolidin-3-yl)ethyl)-5,5-difluoro-2-azabicyclo[2.2.2]octane-3-carboxamide